BrCCC(C)(O[Si](C)(C)C)C 4-bromo-2-methyl-2-[(trimethylsilyl)oxy]butane